C1(=CC=CC=C1)NC1=NC=NC2=CC=CC=C12 N4-phenyl-quinazoline-4-amine